(pyrimidin-5-ylmethyl)pyridin-2-amine N1=CN=CC(=C1)CC=1C(=NC=CC1)N